1-(3-Ethylquinuclidin-3-yl)-3-(1-(4'-((pyrimidin-5-ylmethoxy)methyl)-[1,1'-biphenyl]-4-yl)cyclopropyl)urea C(C)C1(CN2CCC1CC2)NC(=O)NC2(CC2)C2=CC=C(C=C2)C2=CC=C(C=C2)COCC=2C=NC=NC2